(S)-2-(3-((4-(3-((2-(1-hydroxyethyl)-1H-imidazol-1-yl)methyl)isoxazol-5-yl)phenyl)ethynyl)phenoxy)acetic acid O[C@@H](C)C=1N(C=CN1)CC1=NOC(=C1)C1=CC=C(C=C1)C#CC=1C=C(OCC(=O)O)C=CC1